FC=1C=C2C(CC3(NC2=CC1)CCN(CC3)C(=O)NCC3=CC(=C(C=C3)F)N3CC(C3)OC)=O 6'-fluoro-N-(4-fluoro-3-(3-methoxyazetidin-1-yl)benzyl)-4'-oxo-3',4'-dihydro-1'H-spiro[piperidine-4,2'-quinoline]-1-carboxamide